O1C(CC1)CN1C=NC2=C1C=C(C=C2)C(=O)O 1-((oxetan-2-yl)methyl)-1H-benzo[d]imidazole-6-carboxylic acid